3,4-diaza-pyrazole N1N=NN=C1